sodium sulfide, ammonium salt [NH4+].[S-2].[Na+]